3-{[(4-nitrophenyl)carbamoyl]oxy}propanoic acid [N+](=O)([O-])C1=CC=C(C=C1)NC(=O)OCCC(=O)O